ClC1=C(C=C(C(=O)NC=2C=NC(=CC2)C=2OC(=C(N2)C2CC2)C)C=C1)CN1CCS(CC1)(=O)=O 4-Chloro-N-[6-(4-cyclopropyl-5-methyl-1,3-oxazol-2-yl)pyridin-3-yl]-3-[(1,1-dioxo-1,4-thiazinan-4-yl)methyl]benzamide